CS(=O)(=O)N1CCC(CC1)CC(=O)OC[C@H]1O[C@@]([C@@H]([C@@H]1O)O)(C#N)C1=CC=C2C(=NC=NN21)N ((2R,3S,4R,5R)-5-(4-aminopyrrolo[2,1-f][1,2,4]triazin-7-yl)-5-cyano-3,4-dihydroxytetrahydrofuran-2-yl)methyl 2-(1-(methylsulfonyl)piperidin-4-yl)acetate